BrC1=C(C(=C2C(=NC(=NC2=C1F)OC[C@]12CCCN2C[C@@H](C1)F)N1CC2CCC(C1)N2C(=O)OC(C)(C)C)Cl)F tert-butyl 3-(7-bromo-5-chloro-6,8-difluoro-2-(((2R,7aS)-2-fluorotetrahydro-1H-pyrrolizin-7a(5H)-yl)methoxy)quinazolin-4-yl)-3,8-diazabicyclo[3.2.1]octane-8-carboxylate